C(=O)OCCCCCC\C=C/C=C/C=C (Z,E)-7,9,11-DODECATRIENYL FORMATE